N-(3-chloro-2-fluorophenylmethyl)-2-azabicyclo[3.1.0]Hexane-3-carboxamide ClC=1C(=C(C=CC1)CNC(=O)C1NC2CC2C1)F